L-6-O-palmitoyl-ascorbic acid C(CCCCCCCCCCCCCCC)(=O)OC[C@@H]([C@@H]1C(=C(C(=O)O1)O)O)O